ClC1=CC=C(C=C1)[C@@H](NC(=O)[C@H]1NC(NC1)=O)C1=CC=C2C=NNC2=C1 |o1:7| (S)-N-((R or S)-(4-chlorophenyl)(1H-indazol-6-yl)methyl)-2-oxoimidazolidine-4-carboxamide